S(=O)(=O)(O)CCCN1C(C=CC=C1)N 1-(3-sulfopropyl)-2-aminopyridine